1,1-dimethyl-1H-benzo[e]indol-3-ium chloride [Cl-].CC1(C=[NH+]C=2C=CC3=C(C12)C=CC=C3)C